OC=1C=C2C(N(C(C2=CC1O)=O)C)=O 5,6-dihydroxy-2-methylisoindole-1,3-dione